FC1=CC(=C(C=C1)C1=CC(=CC=C1)C=1OC2=C(N1)C=C(C=C2C(F)(F)F)CNC2(COC2)CO)C2=NN=CN2C (3-(((2-(4'-Fluoro-2'-(4-methyl-4H-1,2,4-triazol-3-yl)-[1,1'-biphenyl]-3-yl)-7-(trifluoromethyl)benzo[d]oxazol-5-yl)methyl)amino)oxetan-3-yl)methanol